3-((1H-pyrrolo[2,3-b]pyridin-5-yl)oxy)-4'-(2-(2-chlorophenyl)pyrrolidin-1-yl)-N-((3-nitro-4-((1-(oxetan-3-yl)piperidin-4-yl)amino)phenyl)sulfonyl)-[1,1'-biphenyl]-4-carboxamide N1C=CC=2C1=NC=C(C2)OC=2C=C(C=CC2C(=O)NS(=O)(=O)C2=CC(=C(C=C2)NC2CCN(CC2)C2COC2)[N+](=O)[O-])C2=CC=C(C=C2)N2C(CCC2)C2=C(C=CC=C2)Cl